N-((3R,4R)-2-(1-(4-fluorophenyl)-1H-indazol-5-yl)-5,5-dimethyl-1,1-dioxido-3-phenylisothiazolidin-4-yl)cyclopropanecarboxamide FC1=CC=C(C=C1)N1N=CC2=CC(=CC=C12)N1S(C([C@@H]([C@H]1C1=CC=CC=C1)NC(=O)C1CC1)(C)C)(=O)=O